C(C)(C)(C)OC(=O)C1=CC=C(C=C1)NC(CCN(C=1SC(=CN1)C(=O)OC1=C(C=C(C=C1)C(N)=N)F)CC)=O 4-carbamimidoyl-2-fluorophenyl 2-((3-((4-(tert-butoxycarbonyl)phenyl)amino)-3-oxopropyl) (ethyl)amino)thiazole-5-carboxylate